{2-Amino-4-[(4-chlorophenylamino)-methyl]-phenyl}-carbamic acid ethyl ester C(C)OC(NC1=C(C=C(C=C1)CNC1=CC=C(C=C1)Cl)N)=O